3-(cyclopropylmethyl)-7-(4-phenylpiperidin-1-yl)-8-(trifluoromethyl)-[1,2,4]triazolo[4,3-a]pyridine C1(CC1)CC1=NN=C2N1C=CC(=C2C(F)(F)F)N2CCC(CC2)C2=CC=CC=C2